4-chloro-3-fluoro-6,7-dihydro-5H-cyclopenta[b]pyridine-6-carbaldehyde ClC1=C2C(=NC=C1F)CC(C2)C=O